FC1=CC(=C(CN2C(N=CC3=CC=CC=C23)C)C=C1)C(F)(F)F N-(4-fluoro-2-(trifluoromethyl)benzyl)-2-methylquinazolin